C1(=CC=CC=C1)C1(C=CC2=C(O1)C=1C=C(C(=CC1C1=C2C(C2=CC=CC=C21)(C)C)O)OC)C2=CC=C(C=C2)N2C(CNCC2)C2=CC=C(C=C2)OC 3-phenyl-3-(4-(4-methoxyphenyl-piperazin-1-yl)phenyl)-13,13-dimethyl-6-methoxy-7-hydroxy-indeno[2',3':3,4]naphtho[1,2-b]pyran